CC(C)(C)OC(=O)C1CC[NH2+]CC1 2-Methylpropane-2-ylpiperidinium-4-carboxylate